12-((2-oxo-3-(4-pentyl-2-(trifluoromethoxy)phenyl)-2H-chromen-7-yl)oxy)dodecyl methacrylate C(C(=C)C)(=O)OCCCCCCCCCCCCOC1=CC=C2C=C(C(OC2=C1)=O)C1=C(C=C(C=C1)CCCCC)OC(F)(F)F